2,6-bis(3-(9H-9-carbazolyl)phenyl)pyridine methyl-6-((2,6-bis(((tert-butyldimethylsilyl)oxy)methyl)pyridin-4-yl)amino)-6-oxohexanoate COC(CCCCC(=O)NC1=CC(=NC(=C1)CO[Si](C)(C)C(C)(C)C)CO[Si](C)(C)C(C)(C)C)=O.C1=CC=CC=2C3=CC=CC=C3N(C12)C=1C=C(C=CC1)C1=NC(=CC=C1)C1=CC(=CC=C1)N1C2=CC=CC=C2C=2C=CC=CC12